(S)-2-(2-(4-methoxyphenyl)acetamido)-4-((2-phenoxyethyl)(4-(5,6,7,8-tetrahydro-1,8-naphthyridin-2-yl)butyl)amino)butanoic acid COC1=CC=C(C=C1)CC(=O)N[C@H](C(=O)O)CCN(CCCCC1=NC=2NCCCC2C=C1)CCOC1=CC=CC=C1